C(C)OC(CCSP(=O)(OC(C)C)OC(C)C)=O 3-[[bis(1-methylethoxy)phosphinyl]thio]propionic acid ethyl ester